ClC1=C(C=C(C=C1)F)C1NC(C2=CC(=C(C(=C12)NC(C1=CC(=CC(=C1)C(F)(F)F)F)=O)C)C=1C=NN(C1)C1CC1)=C=O N-(3-(2-chloro-5-fluorophenyl)-6-(1-cyclopropyl-1H-pyrazol-4-yl)-5-methyl-1-carbonylisoindolin-4-yl)-3-fluoro-5-(trifluoromethyl)benzamide